C1N(CCC2=CC=CC=C12)C[C@H](CN1CCOC2=C(C1=O)C=CC(=C2)OCC2OCCC2)O 4-[(2R)-3-(3,4-dihydro-1H-isoquinolin-2-yl)-2-hydroxy-propyl]-8-(tetrahydrofuran-2-yl-methoxy)-2,3-dihydro-1,4-benzoxazepin-5-one